racemic-α-vinylbenzyl alcohol C(=C)[C@H](C1=CC=CC=C1)O |r|